C[C@H]1CC2=CCCN2C1 (S)-2-methyltetrahydro-1H-pyrrolizine